FC=1C=C(C=C(C1)F)[C@@H]1CC=NN1C(=O)N1CCN(CC1)C1=NC=C(C(=N1)C1=NN(C=C1)CC(=O)N)F (S)-2-(3-(2-(4-(5-(3,5-difluorophenyl)-4,5-dihydro-1H-pyrazole-1-carbonyl)piperazin-1-yl)-5-fluoropyrimidin-4-yl)-1H-pyrazol-1-yl)acetamide